OC1=C(C=O)C(=CC=C1)OCC=1C(=NC=CC1)C1=CC=NN1C(C)C 2-hydroxy-6-((2-(1-isopropyl-1H-pyrazol-5-yl)-pyridin-3-yl)methoxy)-benzaldehyde